N-(3-(2-chloro-5-methoxypyrimidin-4-ylamino)phenyl)acrylamide ClC1=NC=C(C(=N1)NC=1C=C(C=CC1)NC(C=C)=O)OC